acryloxypentyltrimethoxysilan C(C=C)(=O)OCCCCC[Si](OC)(OC)OC